2-(5-Methoxy-1-(4-((4-methoxyphenyl)thio)benzoyl)-2-methyl-1H-indol-3-yl)acetic acid COC=1C=C2C(=C(N(C2=CC1)C(C1=CC=C(C=C1)SC1=CC=C(C=C1)OC)=O)C)CC(=O)O